3-methyl-4-(trans-4'-propylcyclohexyl)aniline CC=1C=C(N)C=CC1[C@@H]1CC[C@H](CC1)CCC